C12(C(CC(CC1)C2)C(=O)[O-])C(=O)[O-].[Na+].[Na+] disodium bicyclo[2.2.1]heptanedicarboxylate